(9S,13R)-13-amino-3-(difluoromethyl)-9-methyl-3,4,7,15-tetraazatricyclo[12.3.1.02,6]Octadeca-1(18),2(6),4,14,16-pentaen-8-one N[C@@H]1CCC[C@@H](C(NC=2C=NN(C2C=2C=CN=C1C2)C(F)F)=O)C